CN([C@H]1CC[C@@]2([C@H]3CC[C@@]4([C@H](CC[C@H]4[C@@H]3CC=C2C1)[C@H](C)CCCC(C)C)C)C)C (3S,8S,9S,10R,13R,14S,17R)-N,N,10,13-tetramethyl-17-((R)-6-methylheptan-2-yl)-2,3,4,7,8,9,10,11,12,13,14,15,16,17-tetradecahydro-1H-cyclopenta[a]phenanthren-3-amine